NN1C(=NN=C1O)CC1=NN=C(N1N)O bis[4-amino-5-hydroxy-1,2,4-triazol-3-yl]methane